NC1=NC(=C(C(=N1)N[C@H](CCO)CCC)CC1=C(C=C(CN(CC(=O)O)CC(F)F)C=C1)OC)C (S)-2-((4-((2-amino-4-(1-hydroxyhexan-3-ylamino)-6-methylpyrimidin-5-yl)methyl)-3-methoxybenzyl)(2,2-difluoroethyl)amino)acetic acid